N2-[6-fluoro-7-(1-methyl-2,3,4,7-tetrahydroazepin-5-yl)-2,3-dihydrofuro[3,2-b]pyridin-5-yl]-N4,6-dimethyl-pyridine-2,4-diamine FC=1C(=C2C(=NC1NC1=NC(=CC(=C1)NC)C)CCO2)C=2CCCN(CC2)C